ClC1=CC(=C(OC2=C(C=C(C=C2)[N+](=O)[O-])C=2C3=C(C(N(C2)C)=O)NC=C3)C=C1)F 4-(2-(4-chloro-2-fluorophenoxy)-5-nitrophenyl)-6-methyl-1,6-dihydro-7H-pyrrolo[2,3-c]pyridin-7-one